2-methyl-5-(trifluoromethyl)-2,3-dihydro-1H-pyrrolo[2,3-c]pyridine CC1CC=2C(=CN=C(C2)C(F)(F)F)N1